1-(6-chloropyridin-2-yl)-N-(1-(tetrahydro-2H-pyran-2-yl)-1H-indazol-5-yl)-1H-indazol-3-amine ClC1=CC=CC(=N1)N1N=C(C2=CC=CC=C12)NC=1C=C2C=NN(C2=CC1)C1OCCCC1